L-ribose bromide [Br-].O=C[C@@H](O)[C@@H](O)[C@@H](O)CO